[Cl-].[Cl-].CC(C)P(C(C)C)CC[Ti+2]C1C(=C(C(=C1C)C)C)C (bis(1-methyl-ethyl)phosphino)ethyl-tetramethylcyclopentadienyl-titanium dichloride